difluoroiodine FIF